ClC1=C(C(=O)N2CCN(CC2)C2=C(C=CC=C2)/C=C/C(=O)NO)C=CC=N1 (E)-3-(2-(4-(2-chloronicotinoyl)piperazin-1-yl)phenyl)-N-hydroxyacrylamide